tert-butyl (1R,5S,7s)-7-((4-(2-((5-(ethylcarbamoyl)pyridin-2-yl)amino)pyrazolo[1,5-a]pyridin-5-yl)-6-methylpyridin-3-yl)oxy)-3-oxa-9-azabicyclo[3.3.1]nonane-9-carboxylate C(C)NC(=O)C=1C=CC(=NC1)NC1=NN2C(C=C(C=C2)C2=C(C=NC(=C2)C)OC2C[C@H]3COC[C@@H](C2)N3C(=O)OC(C)(C)C)=C1